CSC1=C(O[Ru])C=CC=C1 2-(methylthio)phenoxy-ruthenium